BrC1=C(C(=CC=C1)Br)CS(=O)(=O)NC1=CC=C(C=C1)NC(=O)NCC1=CC=NC=C1 1-(2,6-dibromophenyl)-N-(4-(3-(pyridin-4-ylmethyl)ureido)phenyl)methanesulfonamide